4-(2-acryloyl-2,6-diazaspiro[3.4]octan-6-yl)-6-(naphthalen-1-yl)-2-(pyridin-2-ylmethoxy)pyrimidine-5-carbonitrile C(C=C)(=O)N1CC2(C1)CN(CC2)C2=NC(=NC(=C2C#N)C2=CC=CC1=CC=CC=C21)OCC2=NC=CC=C2